O=C1NC(CCC1N1C(C2=CC=C(C=C2C1=O)CN1CCC(=CC1)C1=CSC(=C1)C)=O)=O 2-(2,6-dioxopiperidin-3-yl)-5-((4-(5-methylthiophen-3-yl)-3,6-dihydropyridine-1(2H)-yl)methyl)isoindoline-1,3-dione